F[C@H]1CN(CC[C@H]1OC)C1=NC=CC(=N1)NC=1N=CC2=C(C=CC(=C2C1)[C@@H]1CN(CC1)C(C#CC)=O)N1CC(C1)CS(=O)(=O)C 1-((R)-3-(3-((2-((3S,4R)-3-fluoro-4-methoxypiperidin-1-yl)pyrimidin-4-yl)amino)-8-(3-((methylsulfonyl)methyl)azetidin-1-yl)isoquinolin-5-yl)pyrrolidin-1-yl)but-2-yn-1-one